5-(3-(3-Cyclopropylprop-1-ynyl)phenylthio)-1H-1,2,3-triazole-4-carboxylic acid C1(CC1)CC#CC=1C=C(C=CC1)SC1=C(N=NN1)C(=O)O